sodium neodymium sulfate hydrate O.S(=O)(=O)([O-])[O-].[Nd+3].[Na+].S(=O)(=O)([O-])[O-]